N1=C\2C(=CC=C1)CC/C2=N/O (Z)-5,6-dihydro-7H-cyclopenta[b]pyridin-7-one oxime